C(C)(=O)NC1C(C2OC(OCC2OC1OC1=C(C=CC=C1)C(\C=C\C1=CC=CC=C1)=O)C=1OC=CC1)OCC(=O)O 2-[[7-Acetamido-2-(furan-2-yl)-6-[2-[(E)-3-phenylprop-2-enoyl]phenoxy]-4,4a,6,7,8,8a-hexahydropyrano[3,2-d][1,3]dioxin-8-yl]oxy]acetic acid